2-amino-9-chloro-4-(6-(piperazin-1-yl)pyridin-3-yl)-10H-chromeno[3,2-b]pyridin-10-one NC1=CC(=C2C(=N1)C(C=1C(=CC=CC1O2)Cl)=O)C=2C=NC(=CC2)N2CCNCC2